C(#N)C1=CC(=NC=C1)N1C=C(C2=C1N=CN=C2N2C(CN(CC2)C(=O)OC(C)(C)C)(C)C)C(F)(F)F tert-Butyl 4-(7-(4-cyanopyridin-2-yl)-5-(trifluoromethyl)-7H-pyrrolo[2,3-d]pyrimidin-4-yl)-3,3-dimethylpiperazine-1-carboxylate